acryloyloxypropylsilane C(C=C)(=O)OCCC[SiH3]